(R)-4-(3-(3-(cyclobutylamino)pyrrolidine-1-carbonyl)-4-fluorobenzyl)phthalazin-1(2H)-one C1(CCC1)N[C@H]1CN(CC1)C(=O)C=1C=C(CC2=NNC(C3=CC=CC=C23)=O)C=CC1F